NC1=C(C=CC(=C1)[N+](=O)[O-])O o-amino-p-nitrophenol